2-acryloyloxyisopentenyl-sodium C(C=C)(=O)OC(=C[Na])C(C)C